methyl 2-[[4-[5-[(4-chloro-2-fluoro-phenyl)methoxy]pyrazol-1-yl]-1-piperidyl]methyl]-3-(oxazol-5-ylmethyl)benzimidazole-5-carboxylate ClC1=CC(=C(C=C1)COC1=CC=NN1C1CCN(CC1)CC=1N(C2=C(N1)C=CC(=C2)C(=O)OC)CC2=CN=CO2)F